5,5-dimethyl-3-[6-(1H-spiro[2-benzopyran-4,1'-cyclopropane]-5-yloxy)-3-pyridinyl]-2,4-imidazolidinedione CC1(C(N(C(N1)=O)C=1C=NC(=CC1)OC1=CC=CC2=C1C1(CC1)COC2)=O)C